NCCC[Si](OCCCCCCCCCCCCCCCCCC)(OCCCCCCCCCCCCCCCCCC)OCCCCCCCCCCCCCCCCCC 3-Aminopropyl(trioctadecanoxysilan)